FC=1C=C(C=C(C1OC)F)B(O)O 3,5-DIFLUORO-4-METHOXY-PHENYLBORONIC ACID